COC(=O)C=1C=C2C=CC(=NC2=CC1)N1CC2(C1)CCOCC2 2-(7-Oxa-2-azaspiro[3.5]non-2-yl)quinoline-6-carboxylic acid methyl ester